N-((3-fluoropyridin-2-yl)methyl)-2-(2-((2-(1-(2-methoxyethyl)-6,7-dihydro-1H-[1,4]dioxino[2',3':4,5]-benzo[1,2-d]imidazol-2-yl)ethyl)amino)ethyl)oxazolo[4,5-c]pyridin-4-amine FC=1C(=NC=CC1)CNC1=NC=CC2=C1N=C(O2)CCNCCC2=NC1=C(N2CCOC)C=C2C(=C1)OCCO2